8-(cyclopropylmethyl)-2-(methylthio)-7-oxo-7,8-dihydropyrido[2,3-d]pyrimidine-6-carbonitrile C1(CC1)CN1C(C(=CC2=C1N=C(N=C2)SC)C#N)=O